oxazol-5-ylmethyl (4-((3-isobutyryl-3-azabicyclo[3.2.1]octan-8-yl)methyl)phenyl)carbamate C(C(C)C)(=O)N1CC2CCC(C1)C2CC2=CC=C(C=C2)NC(OCC2=CN=CO2)=O